N-[3-(N,N-dimethylamino)propyl]methacryl-amide CN(C)CCCNC(C(=C)C)=O